terephthalyl alcohol dipropargylate C(C#C)(=O)OCC1=CC=C(COC(C#C)=O)C=C1